C1(CC(C(CC1)C(C)C)OC(CCC(=O)O)=O)C O-Menthyl-succinic acid